COC1=CC=C(N=N1)C1NC(COC1)C 3-(6-methoxypyridazin-3-yl)-5-methylmorpholine